C(C1=CC=CC=C1)OC1CN(C1)C=1N(C=CN1)C 2-(3-(benzyloxy)azetidin-1-yl)-1-methyl-1H-imidazole